C1(C(C(C(CC1)C(C)C)([2H])[2H])=O)(C)[2H] p-Menthan-2-one-1,3,3-d3